2-METHYL-N-(3-(PYRIDIN-2-YLETHYNYL)PHENYL)BENZO[D]OXAZOLE-6-CARBOXAMIDE CC=1OC2=C(N1)C=CC(=C2)C(=O)NC2=CC(=CC=C2)C#CC2=NC=CC=C2